C(C)(C)(C)OC(=O)N1C2CC(CC(C1)C2)N 3-amino-6-azabicyclo[3.2.1]octane-6-carboxylic acid tert-butyl ester